BrC1=CC=C(C=N1)C(C)=O (6-bromopyridin-3-yl)ethanone